ClC=1C=C(C=C2C=C(N=CC12)NC(=O)[C@H]1[C@@H](C1)C#N)C=1C=NC=CC1CC |r| (+-)-trans-N-(8-chloro-6-(4-ethylpyridin-3-yl)isoquinolin-3-yl)-2-cyanocyclopropane-1-carboxamide